N12CCCCCC2=NCCC1.O=C1C2=CC=CC=C2OC=2C=CC(=CC12)C(C(=O)O)C 2-(9-Oxoxanthen-2-yl)propionic Acid 1,8-Diazabicyclo[5.4.0]undec-7-ene Salt